4-[3-(Difluoromethoxy)-4-fluorophenyl]-5-[4-[(3S)-1-(3-fluoropropyl)pyrrolidin-3-yl]oxyphenyl]-2,3-dihydro-1-benzothiepin-8-ol FC(OC=1C=C(C=CC1F)C=1CCSC2=C(C1C1=CC=C(C=C1)O[C@@H]1CN(CC1)CCCF)C=CC(=C2)O)F